(R)-N-(5-(tert-butyl)-1-(1-methylpyrrolidin-3-yl)-1H-pyrazol-3-yl)-7-methoxy-1-methyl-6-(thieno[2,3-b]pyridin-5-yloxy)-1H-imidazo[4,5-b]pyridin-2-amine C(C)(C)(C)C1=CC(=NN1[C@H]1CN(CC1)C)NC=1N(C=2C(=NC=C(C2OC)OC=2C=C3C(=NC2)SC=C3)N1)C